OC(=O)C(F)(F)F.FC1=CC=C(C=C1)N1N=CC2=C1N=CN(C2=O)CC2(CCNCC2)O 1-(4-fluorophenyl)-5-[(4-hydroxypiperidin-4-yl)methyl]-1H,4H,5H-pyrazolo[3,4-d]pyrimidin-4-one TFA salt